CS(=O)(=O)[N-]C1=CC(=CC=C1)[C@@H](CCN1CCCCC1)NC(=O)C1=CC=2C(=NC=3CC[C@@H](CC3C2)C(C)(C)C)S1 |r| methylsulfonyl-[3-[rac-(1R)-3-(1-piperidyl)-1-[[rac-(6S)-6-tert-butyl-5,6,7,8-tetrahydrothieno[2,3-b]quinoline-2-carbonyl]amino]propyl]phenyl]azanide